[I-].C1=CC=CC2=CC3=CC=CC=C3C(=C12)/C=C/C1=CC(=[N+](C=C1)C)F (E)-4-(2-(anthracen-9-yl)vinyl)-2-fluoro-1-methylpyridin-1-ium iodide